1-(8-bromo-7-methyl-4-isoquinolinyl)-3-[(4-methoxyphenyl)methyl]Hexahydropyrimidine-2,4-dione BrC=1C(=CC=C2C(=CN=CC12)N1C(N(C(CC1)=O)CC1=CC=C(C=C1)OC)=O)C